methyl 8-bromo-4-methoxy-5-(2,2,2-trifluoroethyl)pyrido[3,2-b]indole-3-carboxylate BrC1=CC=2C3=C(N(C2C=C1)CC(F)(F)F)C(=C(C=N3)C(=O)OC)OC